ClC1=CC=CC=2SC(=C(C21)C)C(=O)NCC=2C=C1CN(C(C1=CC2)=O)C2C(NC(CC2)=O)=O 4-chloro-N-((2-(2,6-dioxopiperidin-3-yl)-1-oxoisoindolin-5-yl)methyl)-3-methylbenzo[b]thiophene-2-carboxamide